CC1(OCCC(C1)C=O)C 2,2-dimethyl-tetrahydro-2H-pyran-4-carbaldehyde